5-(1-benzyl-3-nitro-1H-pyrazol-4-yl)-4-ethoxy-1-methylpyridin-2(1H)-one C(C1=CC=CC=C1)N1N=C(C(=C1)C=1C(=CC(N(C1)C)=O)OCC)[N+](=O)[O-]